(Z)-7-undecenyl acetate C(C)(=O)OCCCCCC\C=C/CCC